tetrabutoxysilane C(CCC)O[Si](OCCCC)(OCCCC)OCCCC